C(C=C)N(O)CC=C N,N-diallyl-hydroxylamine